CC=1C=C(C=C(C1O)C)C(C)(C)C1=CC(=C(C(=C1)C)O)C 2,2-bis-(3,5-dimethyl-4-hydroxyphenyl)-propane